C(C)N(C(CCCCCCC)=O)CC N,N-diethyl-octanamide